(S)-7-((5-(4'-amino-4'h,6'h-spiro[piperidine-4,5'-pyrrolo[1,2-b]pyrazol]-1-yl)pyrazin-2-yl)thio)-8-chloroimidazo[1,2-a]pyridine-2-carboxamide N[C@H]1C2(CN3N=CC=C31)CCN(CC2)C=2N=CC(=NC2)SC2=C(C=3N(C=C2)C=C(N3)C(=O)N)Cl